N1=C(N=CC=C1)C=1C=C(C=CC1)CN (3-(pyrimidin-2-yl)phenyl)methylamine